maleimidoundecanoic acid hydrazide C1(C=CC(N1C(C(=O)NN)CCCCCCCCC)=O)=O